O1C(=NCC1)CCC=1OCCN1 1,2-Bis(2-oxazolinyl)ethane